C(C)C(CC1=CC=C(S1)C=1SC2=C(N1)C(=C1C(N=C(S1)C=1SC(=CC1)CC(CCCC)CC)=C2C=2SC=CC2)C=2SC=CC2)CCCC 2,6-bis[5-(2-ethylhexyl)thiophen-2-yl]-4,8-dithiophen-2-yl-benzo[1,2-d:4,5-d']bisthiazole